3-((4-bromobenzyl)amino)-2-methyl-1-(p-tolyl)prop-2-en-1-one BrC1=CC=C(CNC=C(C(=O)C2=CC=C(C=C2)C)C)C=C1